2-[(6-amino-1-isopropyl-2-oxoquinolin-3-yl)oxy]-N-methylacetamide NC=1C=C2C=C(C(N(C2=CC1)C(C)C)=O)OCC(=O)NC